6-((4-((2-(Dimethylamino)-4-phenylthiazol-5-yl)oxy)pyridin-2-yl)amino)-N-methylpicolinamide CN(C=1SC(=C(N1)C1=CC=CC=C1)OC1=CC(=NC=C1)NC1=CC=CC(=N1)C(=O)NC)C